C(N)(=O)C1=C(C=C(C=C1)C1=CC=C(C=C1)C[C@@H](C#N)N1CCOCCC1)F (2S)-N-[(1S)-2-(4'-Carbamoyl-3'-fluorobiphenyl-4-yl)-1-cyanoethyl]-1,4-oxazepane